IC=1C(C2=CC=CC=C2C(C1I)=O)=O 2,3-diiodo-1,4-naphthoquinone